tert-butyl (S)-2-(5-(p-tolyl)imidazol-2-yl)piperidine-1-carboxylate C1(=CC=C(C=C1)C1=CN=C(N1)[C@H]1N(CCCC1)C(=O)OC(C)(C)C)C